6-(tert-butoxycarbonyl)-2-(4-(6-((4-cyano-2-fluorobenzyl)oxy)pyridin-2-yl)-2H-benzo[d]imidazol-1-yl)-2-methoxypropionic acid C(C)(C)(C)OC(=O)C=1C=C(C2=C(N(CN2)C(C(=O)O)(C)OC)C1)C1=NC(=CC=C1)OCC1=C(C=C(C=C1)C#N)F